ClC=1C(=CC2=C(N=C(N=C2)SC)N1)C1=C(C=CC=C1Cl)Cl 7-chloro-6-(2,6-dichlorophenyl)-2-(methylthio)pyrido[2,3-d]pyrimidine